2,3-dimethyl-4-((1-propynoylpiperidin-4-yl)amino)-1H-indole-7-carboxamide CC=1NC2=C(C=CC(=C2C1C)NC1CCN(CC1)C(C#C)=O)C(=O)N